BrCC(=O)NC1=CC=C(C[C@H](N)C(=O)O)C=C1 4-(2-bromoacetamido)-phenylalanine